6-fluoro-4-(4,4,5,5-tetramethyl-1,3,2-dioxaborolan-2-yl)-5-{[tri(propan-2-yl)silyl]ethynyl}naphthalen-2-yl dimethylcarbamate CN(C(OC1=CC2=CC=C(C(=C2C(=C1)B1OC(C(O1)(C)C)(C)C)C#C[Si](C(C)C)(C(C)C)C(C)C)F)=O)C